2-[4-(2-oxo-3,6-dihydro-2H-1,3,4-oxadiazin-5-yl)-2-(trifluoromethyl)phenyl]glycinamide O=C1OCC(=NN1)C1=CC(=C(C=C1)C(N)C(=O)N)C(F)(F)F